COC(=O)C=1C=C(C=C(C1)C)C1=NC=CC(=C1)C1CCN(CC1)C(=O)[O-] 4-(2-(3-(methoxy carbonyl)-5-methylphenyl)pyridin-4-yl)piperidine-1-carboxylate